FC(C(C(=O)OCC)(C=1C=C(C=CC1)C)O)(F)F ethyl 3,3,3-trifluoro-2-hydroxy-2-(m-tolyl)propanoate